CNC1=NC=C(C=C1N)SC(F)(F)F N2-methyl-5-[(trifluoromethyl)sulfanyl]pyridine-2,3-diamine